C1(CC1)C(=O)C=1C=NC(=CC1Cl)Cl cyclopropyl-(4,6-dichloropyridin-3-yl)methanone